C12C=CC(C(C1)CN1C[C@@H]3[C@H](C1)CC(C3)NC3=NC=C(C=C3)C=3C(=NN(C3)C)C)C2 (3aR,5s,6aS)-2-(5-bicyclo[2.2.1]hept-2-enyl-methyl)-N-[5-(1,3-dimethyl-pyrazol-4-yl)-2-pyridyl]-3,3a,4,5,6,6a-hexahydro-1H-cyclopenta[c]pyrrol-5-amine